N-((4,4-difluorocyclohexyl)(5-(2-methoxy-1-(2-oxo-4-(trifluoromethyl)imidazolidin-1-yl)ethyl)benzo[d]oxazol-2-yl)methyl)-4-methyl-isoxazole-3-carboxamide FC1(CCC(CC1)C(NC(=O)C1=NOC=C1C)C=1OC2=C(N1)C=C(C=C2)C(COC)N2C(NC(C2)C(F)(F)F)=O)F